2-bromo-N,N,5-trimethyl-3-(oxetan-2-yl)benzamide BrC1=C(C(=O)N(C)C)C=C(C=C1C1OCC1)C